4-iodo-1-{[2-(trimethylsilyl)ethoxy]methyl}-1H-imidazole IC=1N=CN(C1)COCC[Si](C)(C)C